Cl.NOCC(=O)O.NOCC(=O)O (aminooxy)acetic acid hemihydrochloride